ClC1=NC=C(C=N1)NC1=NC=CC2=CC(=CC=C12)OCC1(CC1)CC#N 1-(((1-((2-chloropyrimidin-5-yl)amino)isoquinolin-6-yl)oxy)methyl)cyclopropyl-acetonitrile